1,7-bis(4-hydroxy-3-methoxyphenyl)-1,4,6-heptatrien-3-one OC1=C(C=C(C=C1)C=CC(C=CC=CC1=CC(=C(C=C1)O)OC)=O)OC